OC[C@H](C1=CC=CC=C1)NC1=NC(=NC=C1C1=NC=NO1)NC1=CC=C2C(NN(C2=C1)C(C)C)=O (S)-6-((4-((2-hydroxy-1-phenylethyl)amino)-5-(1,2,4-oxadiazol-5-yl)pyrimidin-2-yl)amino)-1-isopropyl-1,2-dihydro-3H-indazol-3-one